FC1=NC(=NC(=C1C(F)(F)F)OC)C1=NC(=CC=C1)CCC 4-fluoro-6-methoxy-2-(6-n-propyl-2-pyridyl)-5-trifluoromethylpyrimidine